CN1N=CC(=N1)C1=C2C=NN(C2=C(C=C1)C1=CC=C(N=N1)OC1C[C@H]2CC[C@@H](C1)N2C(=O)OC(C)(C)C)COCC[Si](C)(C)C tert-butyl (1R,3s,5S)-3-((6-(4-(2-methyl-2H-1,2,3-triazol-4-yl)-1-((2-(trimethyl silyl) ethoxy)methyl)-1H-indazol-7-yl)pyridazin-3-yl)oxy)-8-azabicyclo[3.2.1]octane-8-carboxylate